CON(C(CC(=O)O)=O)C 3-(methoxy(methyl)amino)-3-oxopropionic acid